bis(2-(2-(2-methoxyethoxy)ethoxy)ethoxy)-(bithiophene) COCCOCCOCCOC=1C(=C(SC1)C=1SC=CC1)OCCOCCOCCOC